COC1=C(C=CC(=C1)C=1OC=CN1)NC=1N=CC2=C(N1)C(=NC(=C2)C)NCC(C)(C)C N2-(2-methoxy-4-(oxazol-2-yl)phenyl)-6-methyl-N8-neopentylpyrido[3,4-d]pyrimidine-2,8-diamine